N1N=CC2=C(C=CC=C12)CC1=CN=C2C(=NC(=NN21)OC[C@H]2N(CCC2)C)Cl (S)-7-((1H-indazol-4-yl)methyl)-4-chloro-2-((1-methylpyrrolidin-2-yl)methoxy)imidazo[2,1-f][1,2,4]Triazine